5-([1,1'-biphenyl]-4-yl)pyrazolo[1,5-a]pyridine-2-carboxylic acid C1(=CC=C(C=C1)C1=CC=2N(C=C1)N=C(C2)C(=O)O)C2=CC=CC=C2